benzyl (S)-2-(2-((((9H-fluoren-9-yl)methoxy)carbonyl)amino)-3-(allyloxy)-3-oxopropyl)benzo[d]oxazole-5-carboxylate C1=CC=CC=2C3=CC=CC=C3C(C12)COC(=O)N[C@@H](CC=1OC2=C(N1)C=C(C=C2)C(=O)OCC2=CC=CC=C2)C(=O)OCC=C